N-(6-(hydroxymethyl)-4-(propan-2-yl)-1,5-naphthyridin-3-yl)-N'-(6-(2H-1,2,3-triazol-2-yl)-5-(trifluoromethyl)pyridin-3-yl)urea OCC=1N=C2C(=C(C=NC2=CC1)NC(=O)NC=1C=NC(=C(C1)C(F)(F)F)N1N=CC=N1)C(C)C